CN1CCN(CC1)CCN(C)C N-methyl-N'-(2-dimethylaminoethyl)-piperazine